(3-bromo-1-methyl-1H-pyrazol-5-yl)(cyclopropyl)methyl acetate C(C)(=O)OC(C1CC1)C1=CC(=NN1C)Br